O1BOCC=NC=C1 4H-1,3,6,2-Dioxazaborocine